ClC=1C(=NC(=NC1)NC1=CC(=C(C=C1OC)C(=S)N1CCN(CC1)C)F)C=1C=NN(C1)C(C)C (4-((5-chloro-4-(1-isopropyl-1H-pyrazol-4-yl)pyrimidin-2-yl)amino)-2-fluoro-5-methoxyphenyl)(4-methylpiperazin-1-yl)methanethione